4-(3,5-difluorophenyl)-1-((3-(3-fluoropropyl)pyridin-4-yl)methyl)pyrrolidin-2-one FC=1C=C(C=C(C1)F)C1CC(N(C1)CC1=C(C=NC=C1)CCCF)=O